1-(tert-Butoxycarbonyl)-D-tryptophan C(C)(C)(C)OC(=O)N1C=C(C[C@@H](N)C(=O)O)C2=CC=CC=C12